4,4,5,5-tetramethyl-2-(2-nitro-[1,1'-biphenyl]-4-yl)-1,3,2-dioxaborolane CC1(OB(OC1(C)C)C1=CC(=C(C=C1)C1=CC=CC=C1)[N+](=O)[O-])C